ClC1=C2C=CC(=NC2=C(C=C1Cl)O)C1=CC=CC=C1COC(CCCBr)=O.C(C)(C)[SiH](C1=CC=C(C=C1)C(=C)C1=CC=CC=C1)C(C)C diisopropyl-[4-(1-phenylvinyl)phenyl]silane 5,6-dichloro-8-Hydroxyquinolinebenzyl-4-bromobutanoate